N[C@@H]1[C@H](CCCC1)C1=C(C2=NC(=CC(=C2S1)NCC=1SC=CC1)Cl)CC 2-((1s,2s)-2-aminocyclohexyl)-5-chloro-3-ethyl-N-(thiophen-2-ylmethyl)thieno[3,2-b]pyridin-7-amine